3-(2-fluoro-3-(1-(2-(2-fluoro-5-((6-fluoro-4-(2,2,2-trifluoroethyl)-1H-indol-5-yl)oxy)phenyl)-1H-imidazol-5-yl)ethyl)phenyl)propanoic acid FC1=C(C=CC=C1C(C)C1=CN=C(N1)C1=C(C=CC(=C1)OC=1C(=C2C=CNC2=CC1F)CC(F)(F)F)F)CCC(=O)O